[bis(2-hydroxyethyl)amino]-2-propanol OCCN(CCO)CC(C)O